tert-butyl 2-methyl-3-(((trifluoromethyl) sulfonyl) oxy)-2,5-dihydro-1H-pyrrole-1-carboxylate CC1N(CC=C1OS(=O)(=O)C(F)(F)F)C(=O)OC(C)(C)C